FC=1C=CC2=C(NC(=NS2(=O)=O)NCC2=C(C=CC3=CC=CC=C23)OC)C1[C@@H](C)C1=C(C=CC=C1)F (S)-6-fluoro-5-(1-(2-fluorophenyl)ethyl)-3-(((2-methoxynaphthalen-1-yl)methyl)amino)-4H-benzo[e][1,2,4]thiadiazine 1,1-dioxide